3-{5-[4-(Dibutoxymethyl)piperidin-1-yl]-1-oxo-1,3-dihydro-2H-isoindol-2-yl}piperidine-2,6-dione C(CCC)OC(C1CCN(CC1)C=1C=C2CN(C(C2=CC1)=O)C1C(NC(CC1)=O)=O)OCCCC